N1CC(C1)CN1CC(N(C(C1)C)C=1C=C2C(N(C(C2=CC1F)=O)C1C(NC(CC1)=O)=O)=O)C 5-(4-(azetidin-3-ylmethyl)-2,6-dimethylpiperazin-1-yl)-2-(2,6-dioxopiperidin-3-yl)-6-fluoroisoindoline-1,3-dione